(R)-1-amino-3-(bis(4-methoxyphenyl)(phenyl)methoxy)propan-2-ol NC[C@H](COC(C1=CC=CC=C1)(C1=CC=C(C=C1)OC)C1=CC=C(C=C1)OC)O